N1(CCCCC1)C(=O)OC=1OC(=NN1)C=1C=CC2=C(C=CC=NS2)C1 5-benzothiazepin-7-yl-1,3,4-oxadiazol-2-yl piperidine-1-carboxylate